CC=1NC2=CC(=CC=C2C1CCNC(C)=O)[N+](=O)[O-] N-[2-(2-methyl-6-nitro-1H-indol-3-yl)ethyl]acetamide